1,2-bis(3,5-di-tert-butylphenyl)-3-bromocyclopropane C(C)(C)(C)C=1C=C(C=C(C1)C(C)(C)C)C1C(C1Br)C1=CC(=CC(=C1)C(C)(C)C)C(C)(C)C